1-(((5S,7S)-3-(2-ethoxyphenyl)-8,8-difluoro-2-oxo-1-oxa-3-azaspiro[4.5]decan-7-yl)methyl)-1H-benzo[d]imidazole-6-carbonitrile C(C)OC1=C(C=CC=C1)N1C(O[C@]2(C1)C[C@H](C(CC2)(F)F)CN2C=NC1=C2C=C(C=C1)C#N)=O